(1S,2S)-N-(7-chloro-6-(1-((3S,4S)-4-hydroxy-3-methyltetrahydrofuran-3-yl)piperidin-4-yl)isoquinolin-3-yl)-2-cyanocyclopropane-1-carboxamide ClC1=C(C=C2C=C(N=CC2=C1)NC(=O)[C@@H]1[C@H](C1)C#N)C1CCN(CC1)[C@]1(COC[C@H]1O)C